ClC1=C(C=CC=C1)N1N=CC(=C1)C=1SC=C(N1)C(=O)N(C(C)C)C1CCNCC1 2-[1-(2-chlorophenyl)-1H-pyrazol-4-yl]-N-(piperidin-4-yl)-N-(propan-2-yl)-1,3-thiazole-4-carboxamide